C1(=CC=CC=C1)C1N(OC2=C1C=CC=C2)C(=O)N 3-phenylbenzo[d]isoxazole-2(3H)-carboxamide